{2-[(3-fluorooxetan-3-yl)methyl]-2,3,4,7-tetrahydro-1H-pyrrolo[2,3-H]isoquinolin-8-yl}methanone tert-butyl-(1S,2S,4R,5R,7R)-7-formyl-6-azatricyclo[3.2.1.02,4]octane-6-carboxylate C(C)(C)(C)OC(=O)N1[C@H]2[C@@H]3C[C@@H]3[C@@H]([C@@H]1C=O)C2.FC2(COC2)CN2CC1=C3C(=CC=C1CC2)NC(=C3)C=O